N-benzyl-5-(8-chloro-1,5-naphthyridin-2-yl)-2-methoxybenzenesulfonamide C(C1=CC=CC=C1)NS(=O)(=O)C1=C(C=CC(=C1)C1=NC2=C(C=CN=C2C=C1)Cl)OC